FC1=C(CNC(OC2=CC=C(C=C2)[N+](=O)[O-])=O)C=C(C=C1)OC 4-nitrophenyl (2-fluoro-5-methoxybenzyl)carbamate